1-m-methylphenyl-4-p-fluorophenyl-1,2,3-triazole CC=1C=C(C=CC1)N1N=NC(=C1)C1=CC=C(C=C1)F